1-(4-{4-[2-(3,3-difluoropyrrolidin-1-yl)acetamido]-1H-1,2,3-triazol-1-yl}butyl)-N-[(3-fluoropyridin-2-yl)methyl]-1H-1,2,3-triazole-4-carboxamide FC1(CN(CC1)CC(=O)NC=1N=NN(C1)CCCCN1N=NC(=C1)C(=O)NCC1=NC=CC=C1F)F